N-{4-Oxo-4-[2-(trimethylsilyl)ethoxy]butanoyl}-L-alanyl-L-alanyl-L-asparagine O=C(CCC(=O)N[C@@H](C)C(=O)N[C@@H](C)C(=O)N[C@@H](CC(N)=O)C(=O)O)OCC[Si](C)(C)C